1,4-bis(n-dodecyl-sulfanylthiocarbonyl-sulfanylmethyl)benzene C(CCCCCCCCCCC)C(C1=CC=C(C=C1)C(S)(C(=S)S)CCCCCCCCCCCC)(S)C(=S)S